Rac-6-(4-(3-(methyl-(3-oxo-4-(trifluoromethyl)-3,5,6,7-tetrahydro-2H-cyclopenta[c]pyridazin-7-yl)amino)propionyl)-1,4-diazepan-1-yl)nicotinonitrile CN(CCC(=O)N1CCN(CCC1)C1=NC=C(C#N)C=C1)[C@@H]1CCC=2C1=NNC(C2C(F)(F)F)=O |r|